2-methyl-N-[(1s,4s)-4-{[6-chloro-2-(trifluoromethyl)quinolin-4-yl]amino}cyclohexyl]benzamide CC1=C(C(=O)NC2CCC(CC2)NC2=CC(=NC3=CC=C(C=C23)Cl)C(F)(F)F)C=CC=C1